6-chloro-7-(3-fluorophenyl)-N2-(3,3,3-trifluoropropyl)-3,4-dihydropyrrolo[1,2-a]pyrazine-2,8(1H)-dicarboxamide ClC1=C(C(=C2N1CCN(C2)C(=O)NCCC(F)(F)F)C(=O)N)C2=CC(=CC=C2)F